CCCCCCCCCCCCCCC(CCC)OC(CCCCCCCCCCCCCC)CCC 15-octadecyl ether